C1(=CC=CC=C1)C(CC(C)=O)C1=CC=CC=C1 4,4-diphenylbutan-2-one